CC1CCC=2C=CC=NC2N1 7-methyl-5,6,7,8-tetrahydro-1,8-naphthyridine